NC1=CC=C(OC2=CC=C3C(CC4(C3=C2)CC(C2=CC=C(C=C24)OC2=CC=C(C=C2)N)(C)C)(C)C)C=C1 6,6'-bis(4-aminophenoxy)-3,3,3',3'-tetramethyl-1,1'-spirobiindane